BrC1=C(C=NN1CC)C=O 5-bromo-1-ethyl-1H-pyrazole-4-carbaldehyde